N-{[3-(8-{[(3S,4R)-3-fluoro-1-methylpiperidin-4-yl]amino}-3-[(trifluoromethyl)sulfanyl]indolizin-2-yl)-1,2,4-oxadiazol-5-yl]methyl}-5-(2H-pyrazol-3-yl)thiophene-2-carboxamide F[C@H]1CN(CC[C@H]1NC1=CC=CN2C(=C(C=C12)C1=NOC(=N1)CNC(=O)C=1SC(=CC1)C=1NN=CC1)SC(F)(F)F)C